4-Methoxy-1-(2-methoxyethyl)-5-(2,2,2-trifluoro-1-(methoxy-d3)ethyl)-1H-indazol-3-amine COC1=C2C(=NN(C2=CC=C1C(C(F)(F)F)OC([2H])([2H])[2H])CCOC)N